ClC=1C=C(C=CC1OC(F)(F)F)[C@H](NC(=O)N1[C@@H](C(NCC1)=O)C)C=1C=NN(C1)C(F)(F)F |o1:12| (2R)-N-((S or R)-(3-chloro-4-(trifluoro-methoxy)phenyl)(1-(trifluoromethyl)-1H-pyrazol-4-yl)methyl)-2-methyl-3-oxopiperazine-1-carboxamide